C(N)(OCCCNC1=C(C=CC=C1)[N+](=O)[O-])=O ((2-nitrophenyl)amino)propyl carbamate